CN(C=1N=C(C2=C(N1)SC=C2C2=CC=CC=C2)NCC2=CC=C(C=C2)S(=O)(=O)N)C 4-(((2-(Dimethylamino)-5-phenylthieno[2,3-d]pyrimidin-4-yl)amino)methyl)-benzenesulfonamide